1,2-bis(9-hydroxymethylfluoren-9-yl)ethane OCC1(C2=CC=CC=C2C=2C=CC=CC12)CCC1(C2=CC=CC=C2C=2C=CC=CC12)CO